(R)-8-cyclopentyl-7-ethyl-2-{{5-methoxy-1-[2-(3-methylpiperidin-1-yl)acetyl]indol-6-yl}amino}-5-methyl-7,8-dihydropterin C1(CCCC1)N1C(CN(C=2C(N[C@](NC12)(N)NC1=C(C=C2C=CN(C2=C1)C(CN1CC(CCC1)C)=O)OC)=O)C)CC